The molecule is a 1-acyl-sn-glycero-3-phosphoethanolamine in which the acyl group is specified as arachidonoyl. It has a role as a human metabolite. It is a 1-acyl-sn-glycero-3-phosphoethanolamine and a lysophosphatidylethanolamine 20:4. It derives from an arachidonic acid. CCCCC/C=C\\C/C=C\\C/C=C\\C/C=C\\CCCC(=O)OC[C@H](COP(=O)(O)OCCN)O